C1CCCC12CCC(CC2)CC(=O)OC[C@H]2O[C@@]([C@@H]([C@@H]2O)O)(C#N)C2=CC=C1C(=NC=NN12)N ((2R,3S,4R,5R)-5-(4-aminopyrrolo[2,1-f][1,2,4]triazin-7-yl)-5-cyano-3,4-dihydroxytetrahydrofuran-2-yl)methyl 2-(spiro[4.5]decan-8-yl)acetate